C1CCCCCC=CCC1 cyclodec-7-ene